trans-{1-[1-(4-Fluoro-phenyl)-1H-indazol-5-yl]-5-oxo-2-(3-chlorophenyl)pyrrolidin-3-yl}-carbamic acid 2,4-dimethoxybenzyl ester COC1=C(COC(N[C@H]2[C@@H](N(C(C2)=O)C=2C=C3C=NN(C3=CC2)C2=CC=C(C=C2)F)C2=CC(=CC=C2)Cl)=O)C=CC(=C1)OC